BrC1=NC=CC(=C1)N(C1=NC2=C(C=3C=CC=C(C13)F)N(N=N2)C)CC(F)F N-(2-bromopyridin-4-yl)-N-(2,2-difluoroethyl)-6-fluoro-1-methyl-1H-[1,2,3]triazolo[4,5-c]isoquinolin-5-amine